CSCC1OC(=C(C1)S(=O)(=O)C1=CC=C(C)C=C1)C1=CC=CC=C1 2-((methylthio)methyl)-5-phenyl-4-p-toluenesulfonyl-2,3-dihydrofuran